(1-methylcyclobutyl)pyrrolidin-3-amine CC1(CCC1)N1CC(CC1)N